Cl.Cl.N[C@]1(CN(C[C@@H]1CCCB(O)O)C([C@@H](N)CC1=CC=C(C=C1)C(F)(F)F)=O)C(=O)O (3R,4S)-3-amino-4-[3-(dihydroxyboryl)propyl]-1-[4-(trifluoromethyl)phenylalanyl]pyrrolidine-3-carboxylic acid dihydrochloride